C1(CC1)C1=C(N=NC(=C1)N1CCC(CC1)(F)F)NC1C[C@@H]2[C@@H](CN(C2)C([2H])([2H])C2CCOCC2)C1 (3aR,5s,6aS)-N-(4-cyclopropyl-6-(4,4-difluoropiperidin-1-yl)pyridazin-3-yl)-2-((tetrahydro-2H-pyran-4-yl)methyl-d2)octahydrocyclopenta[c]pyrrol-5-amine